3-(methylsulfonyl)pyridine-2-thiocarboxamide CS(=O)(=O)C=1C(=NC=CC1)C(N)=S